N-((3S,4S)-4-fluorotetrahydrofuran-3-yl)-2-(1H-imidazol-2-yl)thiazole F[C@H]1[C@H](COC1)N1C(SC=C1)C=1NC=CN1